[Ir+3].C(C(C)(C)C)(=O)CC(C(C)(C)C)=O (Dipivaloylmethane) Iridium (III)